2-(4-(3-methoxyazetidin-1-yl)cyclohexyl)-4H-pyrrolo[3,2-d]thiazol COC1CN(C1)C1CCC(CC1)C=1SC2=C(N1)C=CN2